(3aR,4R,5R,6aS)-3a,4-dihydroxy-5-phenoxyhexahydrocyclopenta[c]pyrrol O[C@]12[C@H](CNC1)C[C@H]([C@H]2O)OC2=CC=CC=C2